dibutyl-2,6-naphthalenedicarboxylic acid C(CCC)C=1C(=C(C2=CC=C(C=C2C1)C(=O)O)CCCC)C(=O)O